FC1=CC=C2C(=C1)CN(C(C21CCN(CC1)C1CCC(CC1)C(C)C)=O)CCN1C(CCCC1)=O 7-fluoro-1'-((1s,4s)-4-isopropylcyclohexyl)-2-(2-(2-oxopiperidin-1-yl)ethyl)-1,2-dihydro-3H-spiro[isoquinoline-4,4'-piperidin]-3-one